(S)-1-((1R,3S,4S)-2-Azabicyclo[2.2.1]heptane-3-carbonyl)pyrrolidine [C@@H]12N[C@@H]([C@@H](CC1)C2)C(=O)N2CCCC2